NC1CCC(CC1)N(C)CC1CCN(CC1)C=1C(=CC(=NC1)C1C(NC(CC1)=O)=O)C 3-(5-(4-((((1r,4r)-4-aminocyclohexyl)(methyl)amino)methyl)piperidin-1-yl)-4-methylpyridin-2-yl)piperidine-2,6-dione